8-(2,4-Dichlorophenyl)-9-(4-((1-(3-fluoropropyl)azetidin-3-yl)methyl)-2-methylphenyl)-6,7-dihydro-5H-benzo[7]annulen ClC1=C(C=CC(=C1)Cl)C=1CCCC2=C(C1C1=C(C=C(C=C1)CC1CN(C1)CCCF)C)C=CC=C2